t-butyl [2-cyano-4-(4,4,5,5-tetramethyl-1,3,2-dioxaboronan-2-yl)phenoxy]acetate C(#N)C1=C(OCC(=O)OC(C)(C)C)C=CC(=C1)B1OCCCCC(C(O1)(C)C)(C)C